FC=1C=C2C(=NC1)C(=C(N2)C2=CC(=NC=C2)NC(C(CO)C2=CC=C(C=C2)F)=O)C2=NC=CC=C2 N-(4-(6-Fluoro-3-(pyridin-2-yl)-1H-pyrrolo[3,2-b]pyridin-2-yl)pyridin-2-yl)-2-(4-fluorophenyl)-3-hydroxypropanamid